2-(3-tert-butyl-5-[2-(2-ethylhexyloxy)carbonylethyl]-2-hydroxyphenyl)-5-chlorobenzotriazoleisostearamidopropyldimethylamine C(C)(C)(C)C=1C(=C(C=C(C1)CCC(=O)OCC(CCCC)CC)N1N=C2C(=N1)C=CC(=C2CC(CCCCCCCCCCCCCCC(=O)NCCCN(C)C)C)Cl)O